NC1=CC=C(C=C1)C1=C(C(=C2CCCCN12)C(=O)N)C1=CC(=C(C=C1)OC1=NC=CC(=N1)C)F 3-(4-aminophenyl)-2-(3-fluoro-4-((4-methylpyrimidin-2-yl)oxy)phenyl)-5,6,7,8-tetrahydroindolizine-1-carboxamide